[Na].C1N(CC12CCOCC2)C2=CC(=NC=N2)N2NC(C(=C2)N2N=NC=C2)O 1-(6-(7-oxa-2-azaspiro[3.5]non-2-yl)pyrimidin-4-yl)-4-(1H-1,2,3-triazol-1-yl)-1,2-dihydro-3H-pyrazol-3-ol sodium